BrC=1C=CC(=C(C1)C(C(=O)OC(C)(C)C)N1C(C=C(C(=C1)CCN1CC(C1)(F)F)C(F)(F)F)=O)F tert-butyl 2-(5-bromo-2-fluorophenyl)-2-{5-[2-(3,3-difluoroazetidin-1-yl)ethyl]-2-oxo-4-(trifluoromethyl)pyridin-1-yl}acetate